hexadecyl fluorooctyl-methyl ether FCCCCCCCCCOCCCCCCCCCCCCCCCC